OC1=C(N2C(C3=C(C=CC=C13)C1=CC=CC=C1)=NC=N2)C(=O)NCC(=O)O (6-hydroxy-10-phenyl-[1,2,4]triazolo[5,1-a]isoquinoline-5-carbonyl)glycine